5-(3-methyl-pyridin-2-yl)-N-(4-methylpyridin-2-yl)-1,2,4-thiadiazol-3-amine CC=1C(=NC=CC1)C1=NC(=NS1)NC1=NC=CC(=C1)C